C(C=C)(=O)N1C[C@@H]2COC3=C(C(N2CC1)=O)C(=NC(=C3Cl)C3=C(C=CC=C3O)F)N3CCC31CCC1 (6aR)-8-acryloyl-4-chloro-3-(2-fluoro-6-hydroxyphenyl)-1-(1-azaspiro[3.3]hept-1-yl)-6,6a,7,8,9,10-hexahydro-12H-pyrazino[2,1-c]pyrido[3,4-f][1,4]oxazepin-12-one